1,2-bis(4-bromophenyl)-2-hydroxyethan-1-one BrC1=CC=C(C=C1)C(C(O)C1=CC=C(C=C1)Br)=O